N[C@@H](C)C(=O)N Alaninamide